[Na].C1CCC2=C(C=3CCCC3C=C12)CC(=O)NS(=O)(=O)N(CCN(C(OCC1=CC=CC=C1)=O)C)C=1C=NN(C1)C benzyl N-[2-({[2-(1,2,3,5,6,7-hexahydro-s-indacen-4-yl) acetamido] sulfonyl} (1-methyl-1H-pyrazol-4-yl) amino) ethyl]-N-methylcarbamate sodium salt